(2R)-N-((R)-(3-chloro-4-fluorophenyl)(8,8-difluoro-bicyclo[3.2.1]oct-3-yl)-methyl)-2-methyl-3-oxopiperazine-1-carboxamide ClC=1C=C(C=CC1F)[C@H](NC(=O)N1[C@@H](C(NCC1)=O)C)C1CC2CCC(C1)C2(F)F